FC=1C(=NN(C1)CC1=C(C=CC=C1)F)C(=O)NC1CCC2=C(N(C1=O)C)N=CC=N2 4-fluoro-1-(2-fluorophenylmethyl)-N-(5-methyl-6-oxo-6,7,8,9-tetrahydro-5H-pyrazino[2,3-b]azepin-7-yl)-1H-pyrazole-3-carboxamide